ClC1=C(C(=O)N[C@H](C(=O)O)CC2=CC=C(C3=CC=CC=C23)C=2C(N(C3=CC=CC=C3C2C(F)(F)F)C)=O)C(=CC=C1)Cl (S)-2-(2,6-dichlorobenzamido)-3-(4-(1-methyl-2-oxo-4-(trifluoromethyl)-1,2-dihydroquinolin-3-yl)naphthalen-1-yl)propanoic acid